ClC1(CC1)C(CC1=C(C=CC=C1)Cl)(CNN)O 2-(1-chlorocyclopropyl)-1-(2-chlorophenyl)-3-hydrazino-2-propanol